ClC=1C=C(C=CC1OCC1COCC1)S(=O)(=O)NC(C1=C(C=CC=C1)OC=1C=C2C(=NC1)NC=C2)=O N-{[3-chloro-4-(tetrahydrofuran-3-ylmethoxy)phenyl]sulfonyl}-2-(1H-pyrrolo[2,3-b]pyridin-5-yloxy)benzamide